4-methoxy-2-(2-(5-methyl-1H-imidazol-1-yl)-4-(trifluoromethyl)phenyl)quinoline-7-carboxylic acid COC1=CC(=NC2=CC(=CC=C12)C(=O)O)C1=C(C=C(C=C1)C(F)(F)F)N1C=NC=C1C